trans-4-morpholinyl-N-(6-(thiazol-5-yl)isoquinolin-3-yl)cyclohexane-1-carboxamide N1(CCOCC1)[C@@H]1CC[C@H](CC1)C(=O)NC=1N=CC2=CC=C(C=C2C1)C1=CN=CS1